2-(((2S,3r)-1-(7,7-difluoro-2-((S)-2-methylazetidin-1-yl)-6,7-dihydro-5H-cyclopenta[d]pyrimidin-4-yl)-2-methylazetidin-3-yl)oxy)-1-(piperazin-1-yl)ethan-1-one FC1(CCC2=C1N=C(N=C2N2[C@H]([C@@H](C2)OCC(=O)N2CCNCC2)C)N2[C@H](CC2)C)F